[Na].OC1[C@H](N)[C@@H](O)[C@H](O)[C@H](O1)CO glucosamine sodium salt